C(=O)O.C(=O)O.OC(C(=O)OCC1CCN(CC1)CC1=CC=CC=C1)(C1=CC=CC=C1)C1=CC=C(C=C1)OCCCCCNC[C@@H](C1=C2C=CC(NC2=C(C=C1)O)=O)O (1-benzylpiperidin-4-yl)methyl 2-hydroxy-2-(4-((5-(((R)-2-hydroxy-2-(8-hydroxy-2-oxo-1,2-dihydroquinolin-5-yl)ethyl)amino)pentyl)oxy)phenyl)-2-phenylacetate diformate